OC(C(C(=O)O)C)O 2-(bishydroxymethyl)propionic acid